ClC1=C(C(=CC=C1F)Cl)C(C)OC=1C(=NC=C(C1)C1=NC2=C(N1C)C=C(C=C2)OC)N 3-[1-(2,6-dichloro-3-fluoro-phenyl)-ethoxy]-5-(6-methoxy-1-methyl-1H-benzoimidazol-2-yl)-pyridin-2-ylamine